(S)-3-(1-acryloylpyrrolidin-3-yl)-7-amino-1-(4-phenoxyphenyl)-1,5-dihydro-4H-pyrrolo[2,3-d]pyridazin-4-one C(C=C)(=O)N1C[C@@H](CC1)C1=CN(C=2C(=NNC(C21)=O)N)C2=CC=C(C=C2)OC2=CC=CC=C2